Cl.C12C(NCC(CC1)N2)=O 3,8-Diazabicyclo[3.2.1]octan-2-one hydrochloride